iron-copper-niobium [Nb].[Cu].[Fe]